N1(CCOCC1)C1=CC=C(C=C1)[C@@](C)(O)C=1C=NC=CC1 (R)-1-(4-morpholinylphenyl)-1-(3-pyridyl)-1-ethanol